NC=1C(=CC2=CC=CC=C2C1)C(=O)N1CCC(CC1)C=1C=CN=C2NC(=NC12)C(F)(F)F (3-amino-2-naphthyl){4-[2-(trifluoromethyl)-3H-1,3,4-triazainden-7-yl]-1-piperidyl}methanone